(E)-N-[2-(3-Benzyloxy-4-methoxyphenyl)butyl]-3-(6-methyl-1,3-benzodioxol-5-yl)prop-2-enamide C(C1=CC=CC=C1)OC=1C=C(C=CC1OC)C(CNC(\C=C\C1=CC2=C(OCO2)C=C1C)=O)CC